3-Bromo-2'-hydroxy-4'-(methoxymethoxy)-trans-chalcone BrC=1C=C(C=CC1)\C=C\C(=O)C1=C(C=C(C=C1)OCOC)O